C12CCC(CC1)N2C2=CC=C(C=C2)NC=2C=CC1=C(OCC(N1)=O)C2 7-((4-(7-azabicyclo[2.2.1]heptan-7-yl)phenyl)amino)-2H-benzo[b][1,4]oxazin-3(4H)-one